ClC1=C(C=CC(=C1)F)C(=O)N1CC2CCC(C1)N2C2=C(C(=CC=C2)Cl)O (2-chloro-4-fluoro-phenyl)-[8-(3-chloro-2-hydroxy-phenyl)-3,8-diazabicyclo[3.2.1]octan-3-yl]methanone